C(C(C)(C)C)(=O)OCCC1(CCC(CC1)CO[Si](C1=CC=CC=C1)(C1=CC=CC=C1)C(C)(C)C)O 2-((1s,4s)-4-(((tert-butyldiphenylsilyl)oxy)methyl)-1-hydroxycyclohexyl)ethyl pivalate